1-ethyldecalin C(C)C1CCCC2CCCCC12